N-Methyl-6-(2-methylimidazo[1,2-b]pyridazin-6-yl)-N-(2,2,6,6-tetramethylpiperidin-4-yl)[1,3]thiazolo[4,5-b]pyrazin-2-amin CN(C=1SC=2C(=NC=C(N2)C=2C=CC=3N(N2)C=C(N3)C)N1)C1CC(NC(C1)(C)C)(C)C